C(=CC)C(C)O[Si](OCC)(OCC)OCC propenyl-tetraethoxysilane